6-methoxy-2,2-dimethyl-N-[(1s,4s)-4-{[6-chloro-2-(trifluoromethyl)quinolin-4-yl]amino}cyclohexyl]-tetrahydro-2H-furo[3,4-d][1,3]dioxole-4-carboxamide COC1OC(C2C1OC(O2)(C)C)C(=O)NC2CCC(CC2)NC2=CC(=NC1=CC=C(C=C21)Cl)C(F)(F)F